O=S1(CCCC2=CC(=CC=C12)NC1=NC=C(C(=N1)N[C@H](CO)C1=CC=CC=C1)C1=NNC(=N1)C)=O (2S)-2-[[2-[(1,1-dioxo-3,4-dihydro-2H-thiochromen-6-yl)amino]-5-(5-methyl-1H-1,2,4-triazol-3-yl)pyrimidin-4-yl]amino]-2-phenyl-ethanol